1,1-bis(4-hydroxyphenyl)cycloheptane OC1=CC=C(C=C1)C1(CCCCCC1)C1=CC=C(C=C1)O